N-{4-[4-(difluoromethyl)-1H-pyrazol-1-yl]-3-sulfamoylphenyl}-2-(2-fluorophenyl)acetamide FC(C=1C=NN(C1)C1=C(C=C(C=C1)NC(CC1=C(C=CC=C1)F)=O)S(N)(=O)=O)F